NC=1C(=NC=CC1)C1=NC2=C(N1C=1C=C3CCC(NC3=CC1)=O)C=CC(=C2)C(=O)NC 2-(3-amino-2-pyridinyl)-N-methyl-1-(2-oxo-3,4-dihydro-1H-quinolin-6-yl)benzimidazole-5-carboxamide